CC1=C(C=C(C=C1)C)N=C=S 2,5-dimethylphenyl isothiocyanate